NC=1C(=CC2=CN(N=C2C1)C1CN(C1)C(=O)OC(C)(C)C)C tert-butyl 3-(6-amino-5-methyl-indazol-2-yl)azetidine-1-carboxylate